hydrobromic acid, lactate salt C(C(O)C)(=O)O.Br